CC(C(=O)OCC)(CCCCC(CCCCC(C(=O)OCC)(C)C)=O)C diethyl 2,2,12,12-tetramethyl-7-oxotridecanedioate